CC=1C(=C(C=C(C1)C(F)(F)F)O)C=1C=CC=2C(N1)=NN(C2)[C@H]2CCC=1N(C2)C(=CN1)C |o1:21| (S or R)-3-methyl-2-(2-(3-methyl-5,6,7,8-tetrahydroimidazo[1,2-a]pyridin-6-yl)-2H-pyrazolo[3,4-b]pyridin-6-yl)-5-(trifluoromethyl)phenol